COC1=NC=C(C(=N1)OC)C=1C=C(C=2N(N1)C=CN2)[C@@H]2[C@H](C2)C2=CC1=C(N=C(S1)C)C=C2 6-((1S,2S)-2-(6-(2,4-dimethoxypyrimidin-5-yl)imidazo[1,2-b]pyridazin-8-yl)cyclopropyl)-2-methylbenzo[d]thiazole